tert-butyl O2-methyl (2S)-4-[(6-methoxy-3-pyridyl)methyl]-5-oxo-pyrrolidine-1,2-dicarboxylate COC1=CC=C(C=N1)CC1C[C@H](N(C1=O)C(=O)OC(C)(C)C)C(=O)OC